[N+](=O)([O-])C1=C(C=CC=C1)S(=O)(=O)Cl 2-NITROBENZENESULFONYL CHLORIDE